Tert-butyl 2-(((7-chloro-8-fluoro-2-(methylthio)-4-oxo-3,4-dihydropyrido[4,3-d]pyrimidin-5-yl) oxy) methyl)-3,8-diazabicyclo[3.2.1]octane-8-carboxylate ClC1=C(C=2N=C(NC(C2C(=N1)OCC1C2CCC(CN1)N2C(=O)OC(C)(C)C)=O)SC)F